C(C)(C)(C)OC(NC=1OC2=C(N1)C(=CC=C2)Br)=O N-(4-bromo-1,3-benzooxazol-2-yl)carbamic acid tert-butyl ester